3-[(3R)-4,4-difluorotetrahydrofuran-3-yl]-1-[(1S)-3-(4-fluorophenyl)-1-(4-pyridyl)propyl]-1-methyl-urea FC1([C@@H](COC1)NC(N(C)[C@@H](CCC1=CC=C(C=C1)F)C1=CC=NC=C1)=O)F